FC(C1=CC(=NC=C1)C(=O)N)(F)F 4-(trifluoromethyl)pyridineamide